6-(2-hydroxy-3-(4-(trifluoromethyl)phenyl)propyl)-2-thia-6-azaspiro[3.4]octane 2,2-dioxide OC(CN1CC2(CS(C2)(=O)=O)CC1)CC1=CC=C(C=C1)C(F)(F)F